5-methoxy-2-methylpyrazol COC=1C=CN(N1)C